(S)-2-amino-3-(1-hydroxy-3,3-dimethyl-1,3-dihydrobenzo[c][1,2]oxaborol-6-yl)propanoic acid N[C@H](C(=O)O)CC=1C=CC2=C(B(OC2(C)C)O)C1